boric amide B(N)(O)O